ClCC1=C(C(=CC=C1)C)I 1-(chloromethyl)-2-iodo-3-methylbenzene